(3-chlorophenyl)-N-(2-(dimethylamino)ethyl)-5-phenyloxazole-4-carboxamide ClC=1C=C(C=CC1)C=1OC(=C(N1)C(=O)NCCN(C)C)C1=CC=CC=C1